ClC=1C=CC(=C(C1)C1=C(C=NC=C1F)Cl)N1N=NC(=C1)C(F)(F)F 4-(5-chloro-2-(4-(trifluoromethyl)-1H-1,2,3-triazol-1-yl)phenyl)-3-chloro-5-fluoropyridin